3-(2,3-dichlorophenyl)-6-(4-(4-methyl-1H-imidazol-2-yl)piperazin-1-yl)pyrazin-2-amine ClC1=C(C=CC=C1Cl)C=1C(=NC(=CN1)N1CCN(CC1)C=1NC=C(N1)C)N